(3-((5-(2-Amino-4-methylpyrimidin-5-yl)pyridin-2-yl)methyl)-1,2,3-oxadiazol-3-ium-5-yl)((3-(2-phenylacetamido)-5-(trifluoromethyl)-phenyl)carbamoyl)amide NC1=NC=C(C(=N1)C)C=1C=CC(=NC1)C[N+]1=NOC(=C1)[N-]C(NC1=CC(=CC(=C1)C(F)(F)F)NC(CC1=CC=CC=C1)=O)=O